FC1(CCN(CC1)CCCCCCCCNC=1C=CC=C2C(=NN(C12)C)C1C(NC(CC1)=O)=O)F 3-(7-((8-(4,4-difluoropiperidin-1-yl)octyl)amino)-1-methyl-1H-indazol-3-yl)piperidine-2,6-dione